ClC=1C=CC(=C(C(=O)O)C1)C1=NC=NC=C1 5-chloro-2-(pyrimidin-4-yl)benzoic acid